[4-({[3-({2-[3-(2,5-dioxo-2,5-dihydro-1H-pyrrol-1-yl)propanamido]ethyl}carbamoyl)quinoxalin-2-yl]oxy}methyl)-3,5-dimethoxyphenoxy]phosphonic acid O=C1N(C(C=C1)=O)CCC(=O)NCCNC(=O)C=1C(=NC2=CC=CC=C2N1)OCC1=C(C=C(OP(O)(O)=O)C=C1OC)OC